O1[C+]=CC(C2=CC=CC=C12)=O chromonylium